tert-butyl 2-amino-4-(thiophen-2-yl)phenylcarbamate NC1=C(C=CC(=C1)C=1SC=CC1)NC(OC(C)(C)C)=O